6-fluoroisoquinolin-8-yl-methanol FC=1C=C2C=CN=CC2=C(C1)CO